NC1=C(C(=CN=N1)N[C@@H]1O[C@@H]([C@H]([C@H]1O)O)CO)[N+](=O)[O-] (2R,3R,4S,5R)-2-[(6-amino-5-nitropyridazin-4-yl)amino]-5-(hydroxymethyl)oxolane-3,4-diol